(S)-N-(2-(2-cyano-4,4-difluoropyrrolidin-1-yl)-2-oxoethyl)-6-oxo-5-phenyl-1,6-dihydropyridine-3-carboxamide C(#N)[C@H]1N(CC(C1)(F)F)C(CNC(=O)C1=CNC(C(=C1)C1=CC=CC=C1)=O)=O